bromospiro[cyclopropane-1,1'-isoindolin]-3'-one BrN1C2(C3=CC=CC=C3C1=O)CC2